CC1=CC=2C3=C(N(C2C=C1)C1=CC=C(C=C1)C(F)(F)F)CCN(C3)S(=O)(=O)C 8-methyl-2-(methylsulfonyl)-5-(4-(trifluoromethyl)phenyl)-2,3,4,5-tetrahydro-1H-pyrido[4,3-b]indole